5-(1-(2-fluoroethyl)-1H-benzo[d][1,2,3]triazol-6-yl)-4-methoxy-N-(1-(oxetan-3-yl)piperidin-4-yl)pyrrolo[2,1-f][1,2,4]triazin-7-d-2-amine FCCN1N=NC2=C1C=C(C=C2)C=2C=C(N1N=C(N=C(C12)OC)NC1CCN(CC1)C1COC1)[2H]